N[C@@H](CCSC)C(=[Se])O seleno-L-methionine